2-(2-methoxy-5-methyl-phenyl)-4-(4-methoxyphenyl)tetrahydrofuran-2-carboxylic acid COC1=C(C=C(C=C1)C)C1(OCC(C1)C1=CC=C(C=C1)OC)C(=O)O